tert-Butyl 1-(1-Methoxycyclopropyl)-3-azabicyclo[3.1.1]heptane-3-carboxylate COC1(CC1)C12CN(CC(C1)C2)C(=O)OC(C)(C)C